FC(C(C)(C)O)(F)C=1C(=C(C=CC1)[C@@H](C)NC=1C2=C(N=C(N1)C)C=NC(=C2)P2(CC=CC2)=O)F 1-[4-({(1R)-1-[3-(1,1-difluoro-2-hydroxy-2-methylpropyl)-2-fluorophenyl]ethyl}amino)-2-methylpyrido[3,4-d]pyrimidin-6-yl]-2,5-dihydro-1H-1lambda5-phosphol-1-one